methyl 2-fluoro-4-(4-methylthiazol-2-yl)benzoate FC1=C(C(=O)OC)C=CC(=C1)C=1SC=C(N1)C